(3-((2-amino-4-(butylamino)-6-methylpyrimidin-5-yl)methyl)-4-methoxyphenyl)-phosphonic acid NC1=NC(=C(C(=N1)NCCCC)CC=1C=C(C=CC1OC)P(O)(O)=O)C